N1C=C(C=2C1=CN=CC2)\C=C/2\C(N(C(N2)=S)C(C)C)=O (Z)-5-((1H-pyrrolo[2,3-c]pyridin-3-yl)methylene)-3-isopropyl-2-thioxoimidazolidin-4-one